ClC1=C(C=CC=C1)C(C([2H])([2H])N1N=CN=N1)O 1-(2-Chlorophenyl)-2-(2H-tetrazol-2-yl)ethane-2,2-d2-1-ol